(5-methoxy-6-methyl-3-pyridinyl)methanone COC=1C=C(C=NC1C)C=O